C1(=C(C(=CC(=C1)C)C)/N=C/C1=C(C(=C(C(=C1F)F)F)F)F)C (e)-N-mesityl-1-(perfluorophenyl)methanimine